Bis(2,4,6-tri-tert-butylphenyl) ethyl phosphite P(OC1=C(C=C(C=C1C(C)(C)C)C(C)(C)C)C(C)(C)C)(OC1=C(C=C(C=C1C(C)(C)C)C(C)(C)C)C(C)(C)C)OCC